sodium (S)-alpha-ethyl-2-oxo-1-pyrrolidineacetate C(C)[C@@H](C(=O)[O-])N1C(CCC1)=O.[Na+]